COC(C1=C(C=CC(=C1)C1C(C1)CO)OC)=O.FC=1C=C(N)C=CC1OC(F)(F)F 3-fluoro-4-(trifluoromethoxy)aniline methyl-5-(2-(hydroxymethyl)cyclopropyl)-2-methoxybenzoate